C(CCCCCCCCC)C1C2C=CC(C1)C2 5-decylbicyclo-[2.2.1]hept-2-ene